FC=1C(=NC=CC1)CNC(=O)C=1N=C(OC1)CCNCCC1=NC2=C(N1CCC=1N(C=CN1)C)C=CC=C2 N-((3-fluoropyridin-2-yl)methyl)-2-(2-((2-(1-(2-(1-methyl-1H-imidazol-2-yl)ethyl)-1H-benzo[d]imidazol-2-yl)ethyl)amino)ethyl)oxazole-4-carboxamide